NC1C(OCC=C1)C(=O)O 3-AMINO-3,6-DIHYDRO-2H-PYRAN-2-CARBOXYLIC ACID